C[C@H]1CC[C@@H](NC1)C=1C=C2CCC(NC2=CC1)=O 6-[(2R,5S)-5-methyl-2-piperidyl]-3,4-dihydro-1H-quinolin-2-one